2-(4-(8-(3-(hydroxymethyl)-4-methoxyphenyl)-2-methyl-1H-imidazo[4,5-c]quinolin-1-yl)phenyl)-2-methylpropionitrile OCC=1C=C(C=CC1OC)C1=CC=2C3=C(C=NC2C=C1)N=C(N3C3=CC=C(C=C3)C(C#N)(C)C)C